NC=1C(N(C2=C(N1)SC(=C2)C(=O)NCCC(CN2N=CN=C2)(O)C2=C(C=C(C=C2)F)F)C2=CC1=C(OCCN1C1=CC=CC=C1)C=C2)=O 3-amino-N-(3-(2,4-difluorophenyl)-3-hydroxy-4-(1H-1,2,4-triazol-1-yl)butyl)-2-oxo-1-(4-phenyl-3,4-dihydro-2H-benzo[b][1,4]oxazin-6-yl)-1,2-dihydrothieno[2,3-b]pyrazine-6-carboxamide